NC[C@@]1([C@@H]2CCN(C[C@H]12)C1=CN=C2C(=N1)NN=C2C2=C1C=CC=NC1=C(C=C2)C(=O)N(C)C)C2=C(C=CC=C2)F 5-(6-((1S,6R,7R)-7-(aminomethyl)-7-(2-fluorophenyl)-3-azabicyclo[4.1.0]heptan-3-yl)-1H-pyrazolo[3,4-b]pyrazin-3-yl)-N,N-dimethylquinoline-8-carboxamide